NC1(CCN(CC1)C1=C(N=C(C(=N1)N)SC1=C(C(=NC=C1)Cl)Cl)C=1OC=NN1)C 6-(4-amino-4-methylpiperidin-1-yl)-3-((2,3-dichloropyridin-4-yl)thio)-5-(1,3,4-oxadiazol-2-yl)pyrazin-2-amine